methyl 2-([2-[(tert-butoxycarbonyl)amino]-1-(4-nitrophenyl)ethyl]amino)acetate C(C)(C)(C)OC(=O)NCC(C1=CC=C(C=C1)[N+](=O)[O-])NCC(=O)OC